CN1CC(CCCC1)N1C=CC2=CC=CC=C12 1-(1-methylazepan-3-yl)-1H-indol